N1(CCOCC1)C1=CC(=C(C=C1)C1=C(N=C(S1)C=1C=NNC1)C(=O)N)N1CCCC1 (4-morpholinyl-2-(pyrrolidin-1-yl)phenyl)-2-(1H-pyrazol-4-yl)thiazole-4-carboxamide